2-(5-(8-(pyrrolidin-2-yl)chroman-6-yl)-1H-pyrrolo[2,3-b]pyridin-3-yl)acetonitrile N1C(CCC1)C=1C=C(C=C2CCCOC12)C=1C=C2C(=NC1)NC=C2CC#N